ClC1=C(CCC(C1)C)C=O 2-chloro-4-methylcyclohex-1-ene-1-carbaldehyde